2-amino-5,6,7,8-tetrahydroisoquinoline NN1CC=2CCCCC2C=C1